ClC=CCO (R)-chloroallyl alcohol